cis-N-(3-(4-cyano-2H-1,2,3-triazol-2-yl)-4-methylphenyl)-3-methyl-6-azabicyclo[3.1.1]heptane-6-carboxamide C(#N)C1=NN(N=C1)C=1C=C(C=CC1C)NC(=O)N1C2CC(CC1C2)C